methyl 4-(pyrazin-2-yl)benzoate N1=C(C=NC=C1)C1=CC=C(C(=O)OC)C=C1